2-(5-fluoro-2-(hydroxymethyl)benzyl)-7-(2-((1-methyl-1H-pyrazol-5-yl)amino)-5-(trifluoromethyl)pyridin-4-yl)-3,4-dihydropyrrolo[1,2-a]pyrazin-1(2H)-one FC=1C=CC(=C(CN2C(C=3N(CC2)C=C(C3)C3=CC(=NC=C3C(F)(F)F)NC3=CC=NN3C)=O)C1)CO